NC(C(=O)OCC)=O ethyl 2-amino-2-oxoacetate